(R)-4-(3-Aminoazepan-1-yl)-2-(4-chlorophenyl)phthalazin-1(2H)-one hydrochloride Cl.N[C@H]1CN(CCCC1)C1=NN(C(C2=CC=CC=C12)=O)C1=CC=C(C=C1)Cl